C(C=C)(=O)N1C[C@@H](N(C[C@H]1C)C1=NC(N2C3=C(C(=C(C=C13)Cl)C1=C(C=C(C=C1)F)F)O[C@@H](C2)CCCO)=O)C (2R)-7-((2S,5R)-4-acryloyl-2,5-dimethylpiperazin-1-yl)-9-chloro-10-(2,4-difluorophenyl)-2-(3-hydroxypropyl)-2,3-dihydro-5H-[1,4]oxazino[2,3,4-ij]quinazolin-5-one